3-(4-ethoxy-2,5-difluoro-phenyl)-4-[4-[(3S)-1-(3-fluoropropyl)pyrrolidin-3-yl]oxyphenyl]-2H-thiochromen-7-ol C(C)OC1=CC(=C(C=C1F)C=1CSC2=CC(=CC=C2C1C1=CC=C(C=C1)O[C@@H]1CN(CC1)CCCF)O)F